4-((dimethylamino)methyl)-N-(3-methoxybenzyl)-N-(quinolin-7-ylmethyl)aniline CN(C)CC1=CC=C(N(CC2=CC=C3C=CC=NC3=C2)CC2=CC(=CC=C2)OC)C=C1